(R)-2-(3-(2-Ethynylthiazol-4-yl)ureido)-2-(3'-(1-hydroxycyclopropyl)-[1,1'-biphenyl]-4-yl)-N-methylacetamide C(#C)C=1SC=C(N1)NC(N[C@@H](C(=O)NC)C1=CC=C(C=C1)C1=CC(=CC=C1)C1(CC1)O)=O